rac-(±)-2,2'-bis(diphenylphosphino)-1,1'-binaphthyl C1(=CC=CC=C1)P(C1=C(C2=CC=CC=C2C=C1)C1=C(C=CC2=CC=CC=C12)P(C1=CC=CC=C1)C1=CC=CC=C1)C1=CC=CC=C1